tert-butyl (R,E)-2-(4-(4-(4-aminobut-1-en-1-yl)phenyl)-2,3,9-trimethyl-6H-thieno[3,2-f][1,2,4]triazolo[4,3-a][1,4]diazepin-6-yl)acetate NCCC=CC1=CC=C(C=C1)\C\1=N/[C@@H](C=2N(C3=C1C(=C(S3)C)C)C(=NN2)C)CC(=O)OC(C)(C)C